4-[4-(2,3-Dipropyloxyphenyl)-2,6-difluoro-phenoxy]butanoic acid C(CC)OC1=C(C=CC=C1OCCC)C1=CC(=C(OCCCC(=O)O)C(=C1)F)F